(S)-4-(3-Aminopyrrolidin-1-yl)piperidine-1-carboxylic acid phenylmethyl ester hydrochloride Cl.C1(=CC=CC=C1)COC(=O)N1CCC(CC1)N1C[C@H](CC1)N